ClC1=C2CC(CC2=CC=C1Cl)=O 4,5-dichloro-1,3-dihydro-2H-inden-2-one